N-formylmethylsulfonyl-leucyl-phenylalanine C(=O)CS(=O)(=O)N[C@@H](CC(C)C)C(=O)N[C@@H](CC1=CC=CC=C1)C(=O)O